2-bromo-3-(((tert-butyldimethylsilyl)oxy)methyl)-5-((4-((2-cyanocyclohexyl)amino)-5-methylpyrimidin-2-yl)amino)benzonitrile BrC1=C(C#N)C=C(C=C1CO[Si](C)(C)C(C)(C)C)NC1=NC=C(C(=N1)NC1C(CCCC1)C#N)C